6-(3-isopropyl-5-(piperidin-4-yl)-1H-indol-2-yl)-8-methoxy-[1,2,4]triazolo[1,5-b]pyridazine C(C)(C)C1=C(NC2=CC=C(C=C12)C1CCNCC1)C=1C=C(C=2N(N1)N=CN2)OC